4-(2-((tert-butyl-dimethylsilyl)oxy)ethyl)-2-(tributylstannyl)pyridine [Si](C)(C)(C(C)(C)C)OCCC1=CC(=NC=C1)[Sn](CCCC)(CCCC)CCCC